ClC=1C=C(C=C(C1)F)N1C=C(C=2C(C(CCC12)(F)F)O)C(F)(F)F 1-(3-chloro-5-fluorophenyl)-5,5-difluoro-3-(trifluoromethyl)-4,5,6,7-tetrahydro-1H-indol-4-ol